N-hydroxy-2-methoxypyrimidine-5-carboximidamide ONC(=N)C=1C=NC(=NC1)OC